N-Benzyl-hydroxyl-amine hydrochloride Cl.C(C1=CC=CC=C1)NO